N-(2-(3-oxo-1-(4-(propan-2-ylidene)cyclohexyl)-1H-spiro[isoquinoline-4,4-piperidin]-2(3H)-yl)ethyl)aminosulfamide O=C1N(C(C2=CC=CC=C2C12CCNCC2)C2CCC(CC2)=C(C)C)CCNNS(=O)(=O)N